C1=CC=CC=2C3=CC=CC=C3N(C12)C1=C(C=O)C=CC=C1 (9H-carbazole-9-yl)benzaldehyde